2-(pyrimidin-5-oxy)ethan-1-one N1=CN=CC(=C1)OCC=O